5-(4-((3-(2-methyl-6-(3-hydroxypropoxy)pyridin-3-yl)-2-methylphenyl)methoxy)phenyl)isothiazol-3-ol CC1=NC(=CC=C1C=1C(=C(C=CC1)COC1=CC=C(C=C1)C1=CC(=NS1)O)C)OCCCO